(S)-l-glycyl-N-(6-(trifluoromethoxy)benzo[d]thiazol-2-yl)pyrrolidine-2-carboxamide NCC(=O)N1[C@@H](CCC1)C(=O)NC=1SC2=C(N1)C=CC(=C2)OC(F)(F)F